C(C)(C)(C)OC(=O)N1CC=2N=C(N=C(C2CC1)C1=CN(C2=CC=CC=C12)C(=O)OC(C)(C)C)N1CCOCC1 (1-(tert-butoxycarbonyl)-1H-indol-3-yl)-2-morpholino-5,8-dihydropyrido[3,4-d]pyrimidine-7(6H)-carboxylic acid tert-butyl ester